CC1=CC(=NC2=C(S1)C=CC=C2)SC#N 2-methyl-4-thiocyanatobenzo[b][1,4]thiazepine